dibenzo[a,c]phenazine-2,7-dicarbonitrile C1=C(C=CC2=C1C1=NC3=CC=CC=C3N=C1C1=C2C=CC(=C1)C#N)C#N